N[C@@H](C(=O)N)CCC=1N=NN(C1)CC(COC(CO)CO)(CO)COC(CO)CO (R)-2-amino-4-(1-(3-((1,3-dihydroxypropan-2-yl)oxy)-2-(((1,3-dihydroxypropan-2-yl)oxy)methyl)-2-(hydroxymethyl)propyl)-1H-1,2,3-triazol-4-yl)butanamide